2-[(3-iodo-1H-indazole-6-yl)thio]-N-methylbenzamide IC1=NNC2=CC(=CC=C12)SC1=C(C(=O)NC)C=CC=C1